(5-(2-fluorophenoxy)-3-methoxypyridin-2-yl)(4-(((3R,6S)-6-(hydroxymethyl)tetrahydro-2H-pyran-3-yl)amino)-1H-pyrrolo[2,3-b]pyridin-3-yl)methanone FC1=C(OC=2C=C(C(=NC2)C(=O)C2=CNC3=NC=CC(=C32)N[C@H]3CO[C@@H](CC3)CO)OC)C=CC=C1